OCC1(C2=CCNC2=CC=C1)C(=O)O 4-(Hydroxymethyl)-1H-indole-4-carboxylic acid